N-[3-Fluoro-4-[(7-methoxy-1,5-naphthyridin-4-yl)oxy]phenyl]-5-(4-fluorophenyl)-6-(methoxymethyl)-1-methyl-4-oxopyridine-3-carboxamide FC=1C=C(C=CC1OC1=CC=NC2=CC(=CN=C12)OC)NC(=O)C1=CN(C(=C(C1=O)C1=CC=C(C=C1)F)COC)C